FC1=C(C=C(C=C1)C1N(CC(CC1)C)C(C(=O)O[Li])=O)C [2-[2-(4-fluoro-3-methyl-phenyl)-5-methyl-1-piperidyl]-2-oxo-acetyl]oxylithium